ethyl (2-cyano-2-(2-(3,5-dimethyl-4-((2'-oxospiro[cyclopropane-1,3'-indolin]-5'-yl)oxy)phenyl)hydrazineylidene)acetyl)carbamate C(#N)C(C(=O)NC(OCC)=O)=NNC1=CC(=C(C(=C1)C)OC=1C=C2C3(C(NC2=CC1)=O)CC3)C